CCCCC[C@@H](/C=C/C=C\\C/C=C\\C/C=C\\CCCC(=O)N[C@@H](C)C(=O)[O-])OO The molecule is an N-acyl-L-alpha-amino acid anion that is the conjugate base of N-[(15S)-hydroperoxy-(5Z,8Z,11Z,13E)-icosatetraenoyl]alanine, obtained by deprotonation of the carboxy group; major species at pH 7.3. It is a conjugate base of a N-[(15S)-hydroperoxy-(5Z,8Z,11Z,13E)-icosatetraenoyl]alanine.